CN1N=C(C2=C1CNCC2)C(=O)N2CCC(CC2)C2=C(C=CC=C2)C(F)(F)F (1-methyl-4,5,6,7-tetrahydro-1H-pyrazolo[3,4-c]pyridin-3-yl)(4-(2-(trifluoromethyl)phenyl)piperidin-1-yl)methanone